6-[2-cyano-3-[[ethyl(methyl)sulfamoyl]amino]-6-fluoro-phenoxy]-3-[2-[1-[2-[4-[4-[(2,6-dioxo-3-piperidyl)amino]phenyl]-1-piperidyl]acetyl]-4-piperidyl]ethyl]-4-oxo-quinazoline C(#N)C1=C(OC=2C=C3C(N(C=NC3=CC2)CCC2CCN(CC2)C(CN2CCC(CC2)C2=CC=C(C=C2)NC2C(NC(CC2)=O)=O)=O)=O)C(=CC=C1NS(N(C)CC)(=O)=O)F